3-acetyl-2-chloro-4-(trifluoromethyl)benzoic acid C(C)(=O)C=1C(=C(C(=O)O)C=CC1C(F)(F)F)Cl